L-penicillamine N[C@@H](C(C)(C)S)C(=O)O